N-hydroxy-N-(1-benzo[b]thiophen-2-ylethyl)urea ON(C(=O)N)C(C)C1=CC2=C(S1)C=CC=C2